C(C=C)(=O)NC(C(=O)O)(C(C)(C)C)C acrylamido-2-methyl-3,3-dimethyl-butanoic acid